3-(2-{[(2R,7aS)-2-fluoro-hexahydro-1H-pyrrolizin-7a-yl]methoxy}-7-bromo-8-fluoroquinazolin-4-yl)-3,8-diazabicyclo[3.2.1]octane-8-carboxylate F[C@@H]1C[C@@]2(CCCN2C1)COC1=NC2=C(C(=CC=C2C(=N1)N1CC2CCC(C1)N2C(=O)[O-])Br)F